FC1=CC=2N(C=C1)C(=CN2)C2=C1CN(C(C1=C(C=C2)NC2=NC=C(C=C2)N2CC(OCC2)C(C)(C)O)=O)C(=O)OC(C)(C)C Tert-Butyl 4-(7-fluoroimidazo[1,2-a]pyridin-3-yl)-7-((5-(2-(2-hydroxypropan-2-yl)morpholino)pyridin-2-yl)amino)-1-oxoisoindoline-2-carboxylate